(piperidin-4-yl)-1,2-dihydroquinolin-2-one hydrochloride Cl.N1CCC(CC1)N1C(C=CC2=CC=CC=C12)=O